ClC1=NC=C(C=N1)S(=O)(=O)C1=C(C(=C(C=C1CCCCC)O)CC=C(CCC=C(C)C)C)O 4-((2-chloropyrimidin-5-yl)sulfonyl)-2-(3,7-dimethylocta-2,6-dien-1-yl)-5-pentylbenzene-1,3-diol